[6-(cyclopropylmethoxy)-2-[1-[(3-fluoroazetidin-3-yl)methyl]-4-piperidyl]indazol-5-yl]pyrazolo[1,5-a]pyrimidine-3-carboxamide C1(CC1)COC=1C(=CC2=CN(N=C2C1)C1CCN(CC1)CC1(CNC1)F)C1=NN2C(N=CC=C2)=C1C(=O)N